C(=C)C1OC2=CC(=CC=C2C=C1)N vinyl-2H-chromen-7-amine